FC=1C(=C(C=CC1F)[C@H]1[C@@H](O[C@@]([C@H]1C)(C(F)(F)F)C)C(=O)NC1=CC(=NC(=C1)F)C(=O)N)OC 4-[[(2R,3S,4S,5S)-3-(3,4-Difluoro-2-methoxy-phenyl)-4,5-dimethyl-5-(trifluoromethyl)tetrahydrofuran-2-carbonyl]amino]-6-fluoro-pyridin-2-carboxamid